pentaerythritol tetrakis-(β-dodecylmercapto)-propionate CC(CCCCCCCCCC)SC(C(C(=O)OCC(CO)(CO)CO)(SC(C)CCCCCCCCCC)SC(C)CCCCCCCCCC)SC(C)CCCCCCCCCC